ClC=1C(=C(C(=C(C1)OC1CC1)C#N)C1=C(C=NN1C)C=1C=C2N=C(C=3N(C2=C(C1)C#N)C=NC3)NCC3=C(C=C(C=C3)OC)OC)F 7-(5-(3-chloro-6-cyano-5-cyclopropyloxy-2-fluorophenyl)-1-methyl-1H-pyrazol-4-yl)-4-((2,4-dimethoxybenzyl)amino)imidazo[1,5-a]quinoxaline-9-carbonitrile